rac-(1R,2R,3S,5S)-2-fluoro-3-hydroxy-9-azabicyclo[3.3.1]nonane-9-carboxylic acid tert-butyl ester C(C)(C)(C)OC(=O)N1[C@H]2[C@H]([C@H](C[C@@H]1CCC2)O)F |r|